ClCCC(=O)C1=C(C(=CC=C1)F)F 3-chloro-1-(2,3-difluorophenyl)propan-1-one